BrC=1C(=C2C(=NC1)N(C=C2)COCC[Si](C)(C)C)N2CC1(C2)CNC(C1)=O 2-(5-bromo-1-((2-(trimethylsilyl)ethoxy)methyl)-1H-pyrrolo[2,3-b]pyridin-4-yl)-2,6-diazaspiro[3.4]octan-7-one